C(C)OC(=O)C=1C=NN(C1)[C@@H]([C@H](C)OC)C1=CC=CC=C1 1-((1R,2S)-2-methoxy-1-phenylpropyl)-1H-pyrazole-4-carboxylic acid ethyl ester